C(C=C)C1(CCC(CC1)C#N)C1=CC(=C(C=C1)OC)C 4-allyl-4-(4-methoxy-3-methylphenyl)cyclohexanecarbonitrile